tert-butyl 4-[4-(2,6-dioxo-3-piperidyl)-2,6-difluoro-phenyl]piperazine-1-carboxylate O=C1NC(CCC1C1=CC(=C(C(=C1)F)N1CCN(CC1)C(=O)OC(C)(C)C)F)=O